3,5-Dichloro-2-(6-(((tetrahydro-2H-pyran-4-yl)amino)methyl)pyridazin-3-yl)phenol ClC=1C(=C(C=C(C1)Cl)O)C=1N=NC(=CC1)CNC1CCOCC1